tert-Butyl-(5R,S)-3-oxo-2-(4-sulfamoylbenzyl)-2,3,5,6,7,8-hexahydro[1,2,4]triazolo[4,3-a]pyridin-5-carboxylat C(C)(C)(C)OC(=O)[C@H]1CCCC=2N1C(N(N2)CC2=CC=C(C=C2)S(N)(=O)=O)=O